(S)-3-((3-(oxiran-2-ylmethoxy)phenyl)sulfonyl)propanamide O1[C@@H](C1)COC=1C=C(C=CC1)S(=O)(=O)CCC(=O)N